N-(2-cyclopropylethyl)-3-((4-(pyridin-2-ylmethoxy)phenyl)amino)benzenesulfonamide methyl-(S)-2-((tert-butoxycarbonyl)amino)-3,3,4-trimethylpent-4-enoate COC([C@H](C(C(=C)C)(C)C)NC(=O)OC(C)(C)C)=O.C1(CC1)CCNS(=O)(=O)C1=CC(=CC=C1)NC1=CC=C(C=C1)OCC1=NC=CC=C1